C(C)(C)(C)C1=CC=C(C=C1)C1=NC2=C(N1)C=CC(=C2)C(=O)O 2-(4-(tert-Butyl)phenyl)-1H-benzo[d]imidazole-5-carboxylic acid